C1N(C[C@@H]2[C@H]1CNC2)C(=O)OC(C)(C)C tert-butyl (3aR,6aS)-hexahydro-1H-pyrrolo[3,4-c]pyrrole-2-carboxylate